ClC=1C=C(C(=NC1)N1C([C@H](N(C(C1)=O)CC1=CC=C(C=C1)Cl)CO)=O)F (R)-1-(5-chloro-3-fluoro-pyridin-2-yl)-4-(4-chloro-benzyl)-3-(hydroxy-methyl)piperazine-2,5-dione